NC1=C2CCN(C(C2=CC=C1)=O)C1C(NC(CC1)=O)=O 3-(5-amino-1-oxo-3,4-dihydroisoquinolin-2-yl)piperidine-2,6-dione